ClC=1C=2C(N=C3N(C2C=CC1)C1=CC(=CC=C1C31CCN(CC1)C(=O)[O-])C1CCNCC1)=O 4-chloro-10-(piperidin-4-yl)-5H-spiro[indolo[1,2-a]quinazoline-7,4'-piperidin]-5-one-1'-carboxylate